CC=1C=CN=NC1N1CC=2C=C(C=NC2CC1)C1=CN=C(S1)C 5-methyl-6-(3-(2-methylthiazol-5-yl)-7,8-dihydro-1,6-naphthyridin-6(5H)-yl)pyridazine